CC=1C(C=2C=CC=C(C2C(C1)=O)S(=O)(=O)N)=O 6-methyl-5,8-dioxo-5,8-dihydronaphthalene-1-sulfonamide